Amino-2-[(1S,2S)-2-carboxycycloprop-1-yl]-3-(xanth-9-yl)propanoic acid NC(C(=O)O)(CC1C2=CC=CC=C2OC=2C=CC=CC12)[C@@H]1[C@H](C1)C(=O)O